bis(diethylamino)bromoborane C(C)N(CC)B(Br)N(CC)CC